C1(CC1)C=1C=C(C=C2C(C(=COC12)C=1C=NC=C(C1)C1(CC(C1)C)C1=NN=CN1C)=O)CN1C[C@H](CCC1)C (S)-8-Cyclopropyl-3-(5-(3-methyl-1-(4-methyl-4H-1,2,4-triazol-3-yl)cyclobutyl)Pyridin-3-yl)-6-((3-methylpiperidin-1-yl)methyl)-4H-chromene-4-one